7-((4-methoxybenzyl)oxy)-8-propylchroman-4-one COC1=CC=C(COC2=CC=C3C(CCOC3=C2CCC)=O)C=C1